ClCCC(=O)OCCC1(C2=CC(=CC=C2C=2C=CC(=CC12)C1=CC2=CC=CC=C2C=C1)C1=CC2=CC=CC=C2C=C1)CCOC(CCCl)=O 9,9-bis[2'-(3''-chloropropionyloxy)ethyl]-2,7-dinaphthalen-2-yl-9H-fluorene